manganese cobalt salt [Co].[Mn]